4-bromo-5-ethyl-isoxazole BrC=1C=NOC1CC